(E)-pent-3-enal C(C\C=C\C)=O